COC=1C=C(CN(C=2SC=C(N2)C(=O)OCC)CC2=CC(=CC=C2)OC)C=CC1 ethyl 2-(bis(3-methoxybenzyl)amino)thiazole-4-carboxylate